C(C)OC(=O)C=1N(C=C(C1C1=NC=CC=C1)C=1C=NC=CC1)N 1-amino-3-(pyridin-2-yl)-4-(pyridin-3-yl)-1H-pyrrole-2-carboxylic acid ethyl ester